CN1C(NC2(CCC3=CC=CC=C23)C1=O)=O 3-methyl-spiro[imidazolidine-5,1'-indane]-2,4-dione